C(C)(C)C1=C(NC2=CC=C(C=C12)C1CN(C1)C(C)C)C=1C(=C(C=2N(C1)N=CN2)C)C 6-(3-Isopropyl-5-(1-isopropylazetidin-3-yl)-1H-indol-2-yl)-7,8-dimethyl-[1,2,4]triazolo[1,5-a]pyridin